ClC1=CC(=NC=C1)CN1CCN(CC1)C1=C(C(=CC(=C1)CC(C)C)F)C=1N=NNN1 1-[(4-chloro-2-pyridyl)methyl]-4-[3-fluoro-5-isobutyl-2-(2H-tetrazol-5-yl)phenyl]piperazine